2-(2-chloro-4-fluorophenyl)-5-amino-4-hydroxy-3(2H)-furanone ClC1=C(C=CC(=C1)F)C1OC(=C(C1=O)O)N